ClC=1C=NN2C1C(=CC(=C2)OCC(C)(O)C)C=2C=NC(=CC2)N2C[C@@H](CC2)OC2=NC=CC=C2 (R)-1-((3-chloro-4-(6-(3-(pyridin-2-yloxy)pyrrolidin-1-yl)pyridin-3-yl)pyrazolo[1,5-a]pyridin-6-yl)oxy)-2-methylpropan-2-ol